9-methyl-8-oxo-2,3,7,15-tetraazatricyclo[12.3.1.02,6]Octadecan-1(18),3,5,14,16-pentaene-4-carboxylic acid ethyl ester C(C)OC(=O)C1=NN2C=3C=CN=C(CCCCC(C(NC2=C1)=O)C)C3